C(C=C)C(CCS(=O)(=O)[O-])O allyl-hydroxy-propyl-sulfonate